FC=1C=C(C=CC1)C1=CC(=C(S1)C(=O)N[C@H]1CN(CCCC1)C(=O)OCCCC)NC(=O)N butyl (R)-3-(5-(3-fluorophenyl)-3-ureidothiophene-2-carboxamido)azepane-1-carboxylate